ClC1=C(C=CC(=C1)F)[C@@H]1N=C(NC(=C1C(=O)OC)CN1CC2N(C(OCC2)=O)CC1)C=1SC=CN1 Methyl (4R)-4-(2-chloro-4-fluoro-phenyl)-6-[(6-oxo-1,3,4,8,9,9a-hexahydropyrazino[1,2-c][1,3]oxazin-2-yl)methyl]-2-thiazol-2-yl-1,4-dihydropyrimidine-5-carboxylate